CN1N=C(C2=CC(=CC=C12)C)C(=O)OC methyl 1,5-dimethyl-1H-indazole-3-carboxylate